Biphenyl-4-yl-(9,9-dimethyl-9H-fluoren-1-yl)-(4-fluoranthen-3-yl-phenyl)-amin C1(=CC=C(C=C1)N(C1=CC=C(C=C1)C=1C=CC=2C3=CC=CC=C3C3=CC=CC1C23)C2=CC=CC=3C1=CC=CC=C1C(C23)(C)C)C2=CC=CC=C2